bis(γ-glycidoxypropyl)diphenoxysilane C(C1CO1)OCCC[Si](OC1=CC=CC=C1)(OC1=CC=CC=C1)CCCOCC1CO1